OCC(=O)C1=CC=C(C=C1)OCC=C(C)C hydroxyl-4'-(3-methyl-2-butenyloxy)acetophenone